FC1(CN(CC1)C1=C(C(=O)NC=2SC(=CN2)CC)C=C(C=C1)S(=O)(=O)N1CCOCC1)F 2-(3,3-difluoropyrrolidin-1-yl)-N-(5-ethylthiazol-2-yl)-5-(morpholinosulfonyl)benzamide